(S)-(2-(2-(Benzyloxy)-4,6-dihydroxybenzoyl)-8-((tetrahydrofuran-3-yl)amino)-1,2,3,4-tetrahydroisoquinolin-6-yl)(4-methylpiperazin-1-yl)methanone C(C1=CC=CC=C1)OC1=C(C(=O)N2CC3=C(C=C(C=C3CC2)C(=O)N2CCN(CC2)C)N[C@@H]2COCC2)C(=CC(=C1)O)O